3-methylpentadecane CC(CC)CCCCCCCCCCCC